C(C)(=O)C=1C=C2C=CC=C(C2=CC1)S(=O)(=O)N1N=C(N=C1N)NC1=CC(=C(C#N)C=C1)Cl 4-((1-((6-Acetylnaphthalen-1-yl)sulfonyl)-5-amino-1H-1,2,4-triazol-3-yl)amino)-2-chlorobenzonitrile